3-CHLOROCINNAMALDEHYDE ClC=1C=C(C=CC=O)C=CC1